sodium pantetheine O=C(NCCC(NCCS)=O)[C@H](O)C(C)(C)CO.[Na]